COC(C(N)C1=CC=C(C=C1)OCC1(CCCC1)C)(C)C 2-methoxy-2-methyl-1-(4-((1-methylcyclopentyl)methoxy)phenyl)propan-1-amine